2-((1r,4r)-4-hydroxycyclohexylamino)-4-(isopropylamino)pyrimidine-5-carboxamide OC1CCC(CC1)NC1=NC=C(C(=N1)NC(C)C)C(=O)N